1-chloromethyl chloroformate ClC(=O)OCCl